C(C(=C)C)(=O)OCCCCCCCC(F)CCCCCCCCCCCCC tridecyl-fluoro-1-octyl methacrylate